[C@H]12CC(C[C@H](CC1)N2)OCC=2C(=NOC2C2CC2)C2=C(C=CC=C2)OC(F)(F)F 4-(((1R,3R,5S)-8-azabicyclo[3.2.1]octan-3-yloxy)methyl)-5-cyclopropyl-3-(2-(trifluoromethoxy)phenyl)isoxazole